ClC1=C(C=CC=C1)S(=O)(=N)\C=C\C=1C(=NC=CC1)Cl (E)-(2-chlorophenyl)(2-(2-chloropyridin-3-yl)vinyl)(imino)-λ6-sulfanone